C1(CC1)C=1SC(=C(N1)C1=CC=CC=C1)OC1=CC(=NC=C1)NC=1C=C(C=CC1)NS(=O)(=O)CC N-(3-((4-((2-Cyclopropyl-4-phenylthiazol-5-yl)oxy)pyridin-2-yl)amino)phenyl)ethanesulfonamide